FC1=CC(=C(C=C1)C=1C=C2C(=NC1)N(C(N2C)=O)[C@H](CS(=O)(=O)C)C2=NC(=C(C=C2)OC)OCC)C (S)-6-(4-fluoro-2-methylphenyl)-3-(1-(6-ethoxy-5-methoxypyridin-2-yl)-2-(methylsulfonyl)ethyl)-1-methyl-1H-imidazo[4,5-b]pyridin-2(3H)-one